FC=1C=C(C=CC1OC)C(CC(=O)O)C=1OC=C(N1)CCCC1=NC=2NCCCC2C=C1 3-(3-fluoro-4-methoxyphenyl)-3-(4-(3-(5,6,7,8-tetrahydro-1,8-naphthyridin-2-yl)propyl)oxazol-2-yl)propionic acid